CC=1N(C=CN1)C1=CC=C(C=C1)[C@H](C)NC(OC(C)(C)C)=O tert-Butyl N-[(1S)-1-[4-(2-methylimidazol-1-yl)phenyl]ethyl]carbamate